tert-butyl (R)-(1-(benzylamino)-1-oxopropan-2-yl)carbamate C(C1=CC=CC=C1)NC([C@@H](C)NC(OC(C)(C)C)=O)=O